1-(difluoromethyl)-1H-1,2,3-triazole-4-carboxylic acid FC(N1N=NC(=C1)C(=O)O)F